Ethyl 3-(4-((2-(3-((2-methoxy-4-(methylcarbamoyl)phenyl)amino)prop-1-yn-1-yl)-1-(2,2,2-trifluoroethyl)-1H-indol-4-yl)amino)piperidin-1-yl)propanoate COC1=C(C=CC(=C1)C(NC)=O)NCC#CC=1N(C2=CC=CC(=C2C1)NC1CCN(CC1)CCC(=O)OCC)CC(F)(F)F